Methyl 4-chloro-3-(difluoromethoxy)benzoate ClC1=C(C=C(C(=O)OC)C=C1)OC(F)F